[Fe].CC(C(CC)=O)=O pentanedione iron